3-methyl-1-[4-(trifluoromethoxy)phenyl]pyrazol CC1=NN(C=C1)C1=CC=C(C=C1)OC(F)(F)F